ClC=1C=2C(N=C3N(C2C=CC1)C1=CC(=CC=C1C3(C)C)C3CCN(CC3)C3=CC=C(C=N3)CN3CCN(CC3)C3=CC(=C(C(=C3)F)N3C(CCCC3=O)=O)F)=O (4-(4-((6-(4-(4-chloro-7,7-dimethyl-5-oxo-5,7-dihydroindolo[1,2-a]quinazolin-10-yl)piperidin-1-yl)pyridin-3-yl)methyl)piperazin-1-yl)-2,6-difluorophenyl)piperidine-2,6-dione